indium zinc sulfide [S-2].[Zn+2].[In+3]